3-(((7-(2-aminopyrimidin-4-yl)-2,3-dihydrofuro[3,2-c]pyridin-4-yl)amino)methyl)-N-((7-(2-methoxyethyl)-7-azaspiro[3.5]nonan-2-yl)methyl)benzamide NC1=NC=CC(=N1)C=1C2=C(C(=NC1)NCC=1C=C(C(=O)NCC3CC4(C3)CCN(CC4)CCOC)C=CC1)CCO2